3-[3-[2-[[(3S)-3-methyl-1-piperidinyl]methyl]-7-oxo-1-(p-tolylsulfonyl)-4-(trifluoromethyl)pyrrolo[2,3-c]pyridin-6-yl]phenyl]-3-(4-methyl-1,2,4-triazol-3-yl)cyclobutanecarbonitrile C[C@@H]1CN(CCC1)CC1=CC2=C(C(N(C=C2C(F)(F)F)C=2C=C(C=CC2)C2(CC(C2)C#N)C2=NN=CN2C)=O)N1S(=O)(=O)C1=CC=C(C=C1)C